P(=O)(OC[C@H]1O[C@@]([C@@H]([C@@H]1O)O)(C#N)C1=CC=C2C(=NC=NN21)N)(OC[C@@H](COCCCCCCCCCCCCCCCCCC)N(C)CC2=CC=CC=C2)O ((2R,3S,4R,5R)-5-(4-aminopyrrolo[2,1-f][1,2,4]triazin-7-yl)-5-cyano-3,4-dihydroxytetrahydrofuran-2-yl)methyl ((R)-2-(benzyl(methyl)amino)-3-(octadecyloxy)propyl) hydrogen phosphate